2,4-dichloro-6-(perfluorophenyl)-1,3,5-triazine ClC1=NC(=NC(=N1)Cl)C1=C(C(=C(C(=C1F)F)F)F)F